bromo-1-octyl-2,3-dimethylimidazole BrC=1N(C(N(C1)CCCCCCCC)C)C